2-(chloromethyl)-4-hydroxy-3,5-dimethylpyridine ClCC1=NC=C(C(=C1C)O)C